C(C1=CC=CC=C1)OCCN1C[C@H](CC1=O)OC(=O)N1CCN(CC1)C1=NC=2N(C=C1)N=CC2C=2C(=NC=CC2)OC2CC2 [(3S)-1-(2-benzyloxyethyl)-5-oxo-pyrrolidin-3-yl]-4-[3-[2-(cyclopropoxy)-3-pyridyl]pyrazolo[1,5-a]pyrimidin-5-yl]piperazine-1-carboxylate